CC1=CC(=NC=C1C=1C=NC=2CCN(CC2C1)C=1C(=CC=2N(N1)C(C=CN2)=O)C)C(=O)O 4-methyl-5-(6-(8-methyl-4-oxo-4H-pyrimido[1,2-b]pyridazin-7-yl)-5,6,7,8-tetrahydro-1,6-naphthyridin-3-yl)picolinic acid